4-methyleneheptanoic acid C=C(CCC(=O)O)CCC